6-methoxy-1,1-dimethyl-2,3-dihydro-1H-indene COC1=CC=C2CCC(C2=C1)(C)C